C(C)(C)(C)OC(=O)N1[C@@H](C[C@H](C1)C(C)(C)C)C(=O)O (2S,4S)-1-(tert-butoxycarbonyl)-4-(tert-butyl)pyrrolidine-2-carboxylic acid